(R)-N-(piperidin-3-yl)ethenesulfonamide N1C[C@@H](CCC1)NS(=O)(=O)C=C